1,3-bis-(1-methylimidazolyl)-2-propanol tetrafluoroborate F[B-](F)(F)F.CN1C(=NC=C1)CC(CC=1N(C=CN1)C)O